NC1=C(C2=NC=C(C=C2N1C1=C(C=CC(=C1)O)C)C(F)(F)F)C(=O)N 2-amino-1-(5-hydroxy-2-methyl-phenyl)-6-(trifluoromethyl)pyrrolo[3,2-b]pyridine-3-carboxamide